trans-{2SR,3SR}-3-(pyridin-2-yldisulfanyl)-1,2,3,4-tetrahydronaphthalen-2-ol N1=C(C=CC=C1)SS[C@@H]1[C@H](CC2=CC=CC=C2C1)O |r|